C(C=C)OCCC(C(C(CCOCC=C)C)O)C 1,5-bis((allyloxy)methyl)-2,4-dimethylpentan-3-ol